C(C)N1CCC2=CC=C(C=C12)OC1=CC=C2CCN(C2=C1)CCCC(=O)OC methyl 4-(6-((1-ethylindolin-6-yl)oxy)indolin-1-yl)butanoate